(R)-3-(2,3-dichlorophenyl)isoxazolidine ClC1=C(C=CC=C1Cl)[C@@H]1NOCC1